6-(1'-methyl-4-hydroxy-3-methylbutylamino)-9-(tetrahydrofuran-2-yl)-9H-purine CC(CC(CO)C)NC1=C2N=CN(C2=NC=N1)C1OCCC1